C[C@H](CNC([O-])=O)CC (S)-(2-methylbutyl)carbamate